2-((cyclopropylmethyl)amino)-1'-(2-fluorobenzyl)-6-(1H-pyrazol-4-yl)-5,6-dihydro-7H-spiro[pyrido[4,3-d]pyrimidin-8,3'-pyrrolidin]-7-one C1(CC1)CNC=1N=CC2=C(N1)C1(CN(CC1)CC1=C(C=CC=C1)F)C(N(C2)C=2C=NNC2)=O